1-Ethyl 2-(3-(4-(dimethoxymethyl)piperidin-1-yl)isoxazol-5-yl)-3-methylbutanoate COC(C1CCN(CC1)C1=NOC(=C1)C(C(=O)OCC)C(C)C)OC